C1(CC1)NC(=O)C=1N=CC2=C(N1)CN(C2)C2=NOC(C2)(C(F)(F)F)C2=CC(=C(C(=C2)Cl)F)Cl N-cyclopropyl-6-(5-(3,5-dichloro-4-fluorophenyl)-5-(trifluoromethyl)-4,5-dihydroisoxazol-3-yl)-6,7-dihydro-5H-pyrrolo[3,4-d]pyrimidine-2-carboxamide